C(C)(C)C=1C=NN2C1NC(NC2=O)=S 8-Isopropyl-2-sulfanylidene-1H,3H-pyrazolo[1,5-a][1,3,5]triazin-4-one